(R)-2-(4-fluorophenyl)-3-oxohexahydroimidazo[1,5-a]pyrazine-7(1H)-carboxylic acid tert-butyl ester C(C)(C)(C)OC(=O)N1C[C@@H]2N(CC1)C(N(C2)C2=CC=C(C=C2)F)=O